methyl (Z)-3-((4-((tert-butoxycarbonyl)amino)-2-fluorobut-2-en-1-yl)thio)benzoate C(C)(C)(C)OC(=O)NC\C=C(\CSC=1C=C(C(=O)OC)C=CC1)/F